Ethyl 2-(4-(((4-(4-bromophenyl)-5-oxo-4,5-dihydro-1H-1,2,4-triazol-1-yl)methyl)thio)-2-methylphenoxy)-ethyl-2-methylpropionate BrC1=CC=C(C=C1)N1C=NN(C1=O)CSC1=CC(=C(OCCC(C(=O)OCC)(C)C)C=C1)C